tetra(octan-3-yl) 9,9',9'',9'''-((((5-((4-(dimethylamino)butyl)carbamoyl)isophthaloyl)bis(azanediyl))bis(butane-4,1-diyl))bis(azanetriyl))tetranonanoate CN(CCCCNC(=O)C=1C=C(C=C(C(=O)NCCCCN(CCCCCCCCC(=O)OC(CC)CCCCC)CCCCCCCCC(=O)OC(CC)CCCCC)C1)C(=O)NCCCCN(CCCCCCCCC(=O)OC(CC)CCCCC)CCCCCCCCC(=O)OC(CC)CCCCC)C